N1(CCOCC1)C1=NC=C(C=N1)C=1C(=CC(=C(C1)NC(=O)C1=CNC(C=C1C(F)(F)F)=O)N1C[C@H](N([C@H](C1)C)C)C)C(F)(F)F N-[5-(2-morpholin-4-ylpyrimidin-5-yl)-2-[(3R,5S)-3,4,5-trimethylpiperazin-1-yl]-4-(trifluoromethyl)phenyl]-6-oxo-4-(trifluoromethyl)-1H-pyridine-3-carboxamide